1-(6-(methylthio)-5-nitropyridin-3-yl)-1,6,10,13,16-pentaoxo-11,14,17-tri(prop-2-yn-1-yl)-8-oxa-2,5,11,14,17-pentaazanonadecan-19-yl (2-(trimethylammonio) ethyl) phosphate P(=O)(OCCN(C(CN(C(CN(C(COCC(NCCNC(=O)C=1C=NC(=C(C1)[N+](=O)[O-])SC)=O)=O)CC#C)=O)CC#C)=O)CC#C)(OCC[N+](C)(C)C)[O-]